[N+](=O)([O-])C1=C(C=CC=C1)CC(=O)OCC ethyl nitrobenzeneacetate